[Na].C(C)(=O)O[C@@H]1[C@H](O[C@@H]2OC(O[C@@H]21)(C)C)[C@H](COC(C)=O)OC(C)=O.ClC2=CC1=C(N(C=N1)[C@H]1[C@H](O)[C@H](O)[C@H](O1)CO)C=C2Cl 5,6-dichloro-1-beta-D-ribofuranosyl-benzimidazole [(2S)-2-[(3aR,5R,6R,6aR)-6-Acetoxy-2,2-dimethyl-3a,5,6,6a-tetrahydrofuro[2,3-d][1,3]dioxol-5-yl]-2-acetoxy-ethyl]acetate Sodium